6-[(1-methyl-1H-indazol-5-yl)amino]-1-[6-(piperidin-4-yloxy)pyridin-2-yl]-2-propyl-1H,2H,3H-pyrazolo[3,4-d]pyrimidin-3-one CN1N=CC2=CC(=CC=C12)NC1=NC=C2C(=N1)N(N(C2=O)CCC)C2=NC(=CC=C2)OC2CCNCC2